N1CCC(CC1)COC(NCC=1C=C2C(=C(NC2=CC1)C1=CC(=NC=C1)C)CC)=O Piperidin-4-ylmethyl((3-ethyl-2-(2-methylpyridin-4-yl)-1H-indol-5-yl)methyl)carbamat